3-hydroxy-4-(4-(trimethylsilyl)-1H-1,2,3-triazol-1-yl)pyrrolidine-1-carboxylate OC1CN(CC1N1N=NC(=C1)[Si](C)(C)C)C(=O)[O-]